C1=CC(=C(C2=C1NC=C2O[C@H]3[C@@H]([C@H]([C@H]([C@H](O3)CO)O)O)O)Cl)Br The molecule is an indolyl carbohydrate that is the beta-D-galactoside of 3-hydroxy-1H-indole in which the indole moiety is substituted at positions 4 and 5 by chlorine and bromine, respectively. It is used to test for the presence of an enzyme, beta-galactosidase, which cleaved the glycosidic bond to give 5-bromo-4-chloro-3-hydroxy-1H-indole, which immediately dimerises to give an intensely blue product. It has a role as a chromogenic compound. It is an indolyl carbohydrate, a beta-D-galactoside, an organochlorine compound, an organobromine compound and a D-aldohexose derivative.